CCCCC[C@H](/C=C/C=C\\C/C=C\\C/C=C\\CCCC(=O)O)OO The molecule is a HPETE that is (5Z,8Z,11Z,13E,15R)-icosa-5,8,11,13-tetraenoic acid with the hydroperoxy group located at position 15 (the R-enantiomer). It is a conjugate acid of a 15(R)-HPETE(1-). It is an enantiomer of a 15(S)-HPETE.